FC(C(C(C(C(C(C(C(F)(F)F)(F)F)(F)F)(F)F)(F)F)(F)F)(F)F)(CC(COC(C=C)=O)O)F 3-(perfluorooctyl)-2-hydroxypropylacrylate